C1(=CC=CC=C1)[C@H]1[C@@H](C1)C(=O)Cl trans-2-phenylcyclopropanecarbonyl chloride